sodium stearyl-L-aspartate C(CCCCCCCCCCCCCCCCC)N[C@@H](CC(=O)[O-])C(=O)[O-].[Na+].[Na+]